1-((1r,4r)-4-(3-bromo-2-methylphenoxy)cyclohexyl)propan-2-one BrC=1C(=C(OC2CCC(CC2)CC(C)=O)C=CC1)C